N-(2-((2,5-dioxopyrrolidin-3-yl)amino)ethyl)-2-(methylamino)benzamide tert-butyl-(1R,3R,5S)-3-[(6-iodopyridazin-3-yl)(methyl)amino]-8-azabicyclo[3.2.1]octane-8-carboxylate C(C)(C)(C)OC(=O)N1[C@H]2CC(C[C@@H]1CC2)N(C)C=2N=NC(=CC2)I.O=C2NC(CC2NCCNC(C2=C(C=CC=C2)NC)=O)=O